ClC=1C(=NC(=NC1)NC=1C=C(C(=CC1OC)N(CCN1CCOCC1)C)N)C=1C=NN2C1C=CC=C2 N4-(5-chloro-4-pyrazolo[1,5-a]pyridin-3-ylpyrimidin-2-yl)-5-methoxy-N1-methyl-N1-(2-morpholin-4-ylethyl)benzene-1,2,4-triamine